CC(CC(C)=O)(C)NC(C=C)=O N-(1,1-dimethyl-3-oxobutyl)acrylamid